C(C)(C)(C)OC(=O)N1C[C@H](CC1)NC(=O)C (3S)-3-Acetaminopyrrolidine-1-carboxylic acid tert-butyl ester